diisooctyl-2,2'-[(dioctylstannylene) bis(thio)]Diacetate C(CCCCC(C)C)C(C(=O)[O-])S[Sn](SC(C(=O)[O-])CCCCCC(C)C)(CCCCCCCC)CCCCCCCC